[Ru+2].ClC=1C(=C(C=CC1C)C(C)C)Cl Dichloro(cymene) ruthenium (II)